n-octyl-boric acid C(CCCCCCC)OB(O)O